N-(2-(4-chloro-1H-pyrazol-1-yl)ethyl)-5-(furan-2-yl)isoxazole-3-carboxamide ClC=1C=NN(C1)CCNC(=O)C1=NOC(=C1)C=1OC=CC1